2-(5-ethoxy-2-hydroxyphenyl)-4(s)-phenylimidazole C(C)OC=1C=CC(=C(C1)C=1NC=C(N1)C1=CC=CC=C1)O